N-(1-cyclobutyl-6-(trifluoromethyl)-1H-benzo[d]imidazol-2-yl)-3,3-dicyclopropyl-3-hydroxypropanamide C1(CCC1)N1C(=NC2=C1C=C(C=C2)C(F)(F)F)NC(CC(O)(C2CC2)C2CC2)=O